2-oxo-1,8-diazaspiro[4.5]dec-3-en-4-yl carbonate C(OC1=CC(NC12CCNCC2)=O)([O-])=O